ClC=1C=C2C=C(NC2=CC1)CNC(N(C)[C@H]1CN(CCC1)C(CC1=CC(=C(C=C1)OC)F)=O)=O (R)-3-((5-chloro-1H-indol-2-yl)methyl)-1-(1-(2-(3-fluoro-4-methoxyphenyl)acetyl)piperidin-3-yl)-1-methylurea